N-carboxymethylpyridine chloride salt [Cl-].C(=O)(O)CN1CC=CC=C1